N-(3-Cyclopropoxy-2'-hydroxy-3'-(3-(piperazin-1-yl)isoxazol-5-yl)-[1,1'-biphenyl]-4-yl)acetamide 2,2,2-trifluoroacetate FC(C(=O)O)(F)F.C1(CC1)OC=1C=C(C=CC1NC(C)=O)C1=C(C(=CC=C1)C1=CC(=NO1)N1CCNCC1)O